1-(3-chloro-5-nitro-2-pyridinyl)pyrazole-4-carbonitrile ClC=1C(=NC=C(C1)[N+](=O)[O-])N1N=CC(=C1)C#N